4,4-difluoro-N-(6-(1-methyl-1H-imidazol-5-yl)isoquinolin-3-yl)cyclohexanecarboxamide FC1(CCC(CC1)C(=O)NC=1N=CC2=CC=C(C=C2C1)C1=CN=CN1C)F